NC=1C=C(C=CC1OC)C1=CC=NC=C1C(=O)OC methyl 4-(3-amino-4-methoxyphenyl)nicotinate